propanoic acid-2-ethylbutyl ester maleate C(\C=C/C(=O)O)(=O)O.C(C)C(COC(CC)=O)CC